7-methyl-11-oxo-10,11-dihydrodibenzo[b,f][1,4]thiazepine-8-carboxylic acid CC=1C(=CC2=C(SC3=C(C(N2)=O)C=CC=C3)C1)C(=O)O